FC1=C(COC2=CC=CC=3N=C(SC32)CN3C(C(=CC=C3)[N+](=O)[O-])=O)C=CC(=C1)F 1-((7-((2,4-difluorobenzyl)oxy)benzo[d]thiazol-2-yl)methyl)-3-nitropyridin-2(1H)-one